(S)-2-(5-bromo-3-methylthiophene-2-carboxamido)-N6-ethyl-N1-(1-(2-(2-adamantylamino)-2-oxoethyl)-2-oxo-1,2-dihydropyridin-3-yl)-5-oxohexanediamide BrC1=CC(=C(S1)C(=O)N[C@H](C(=O)NC=1C(N(C=CC1)CC(=O)NC1C2CC3CC(CC1C3)C2)=O)CCC(C(=O)NCC)=O)C